7-amino-8-bromo-2,3-dimethyl-quinoxaline-6-carbonitrile NC1=C(C=C2N=C(C(=NC2=C1Br)C)C)C#N